4-bromo-2-(2-methylpropanoyl)benzoic acid methyl ester COC(C1=C(C=C(C=C1)Br)C(C(C)C)=O)=O